O=C1NC(CC[C@@H]1N1C(C2=CC=C(C=C2C1=O)N1CCN(CC1)CC1CCN(CC1)C1=CC=C(C=C1)NC1=C2N=CN(C2=NC=N1)C1CC(C1)NC(CC1=CC=CC=C1)=O)=O)=O N-((1s,3s)-3-(6-((4-(4-((4-(2-(2,6-dioxopiperidin-3-yl)-1,3-dioxoisoindolin-5-yl)piperazin-1-yl)methyl)piperidin-1-yl)phenyl)amino)-9H-purin-9-yl)cyclobutyl)-2-phenylacetamide